benzyl (2R,4S)-2-(tert-butyl)-4-((methylsulfonyl)methyl)-5-oxooxazolidine-3-carboxylate C(C)(C)(C)[C@H]1OC([C@H](N1C(=O)OCC1=CC=CC=C1)CS(=O)(=O)C)=O